di-tert-butyl (S)-(pyrrol-2-ylmethyl) phosphate P(=O)(OC(C)(C)C)(OC(C)(C)C)OCC=1NC=CC1